4-(2,3-dicarboxyphenoxy)-4'-(3,4-dicarboxyphenoxy)benzophenone C(=O)(O)C1=C(OC2=CC=C(C(=O)C3=CC=C(C=C3)OC3=CC(=C(C=C3)C(=O)O)C(=O)O)C=C2)C=CC=C1C(=O)O